OC=1C=C(C[C@H](N)C(=O)O)C=CC1O 3-Hydroxy-L-tyrosine